2-((cyclohexylthio)methyl)-7-(cyclopentylamino)-5-fluoroquinazolin-4(3H)-one C1(CCCCC1)SCC1=NC2=CC(=CC(=C2C(N1)=O)F)NC1CCCC1